ClC=1C=C(C=CC1)C(CO)NC(=O)C1=CN(C=C1)C1=NC(=NC=C1)NC1=CC2=C(OC(O2)(F)F)C=C1 N-(1-(3-chlorophenyl)-2-hydroxyethyl)-1-(2-((2,2-difluorobenzo[d][1,3]dioxol-5-yl)amino)pyrimidin-4-yl)-1H-pyrrole-3-carboxamide